C1(=CC=CC=C1)C=1NC(C2=C(NC(C21)=O)C2=CC=CC=C2)=O 3,6-diphenyl-2,5-dihydropyrrolo[3,4-c]pyrrole-1,4-dione